BrC=1C=CC(=C(O[C@H]2C[C@H](NC2)C(=O)OC)C1)C=1OC2=C(C=CC=C2C(C1)=O)Cl methyl (2S,4S)-4-[5-bromo-2-(8-chloro-4-oxo-chromen-2-yl)phenoxy]pyrrolidine-2-carboxylate